N4-isopropyl-N2-(2-methoxy-4-(morpholino-sulfonyl)phenyl)-5-(trifluoromethyl)-7H-pyrrolo[2,3-d]pyrimidine-2,4-diamine C(C)(C)NC=1C2=C(N=C(N1)NC1=C(C=C(C=C1)S(=O)(=O)C1CNCCO1)OC)NC=C2C(F)(F)F